C(C)(C)(C)[SiH](N)C(C)(C)C bis-tertiarybutyl-aminosilane